COC(=O)C=1C(=CC(=CC1)OCCCC(COS(=O)(=O)C(F)(F)F)(F)F)C(=O)OC 4-[4,4-difluoro-5-(trifluoromethylsulfonyloxy)pentoxy]benzene-1,2-dicarboxylic acid dimethyl ester